FC=1C=C(C=CC1OC)[C@H](CC(=O)O)C=1N=C(SC1)CCCC1=NC=2NCCCC2C=C1 (S)-3-(3-fluoro-4-methoxyphenyl)-3-(2-(3-(5,6,7,8-tetrahydro-1,8-naphthyridin-2-yl)propyl)thiazol-4-yl)propionic acid